ClC=1C(=C(C(=CC1)N1N=CC(=C1)C(F)(F)F)C1=CC(=NC=N1)O)F 6-(3-chloro-2-fluoro-6-(4-(trifluoromethyl)-1H-pyrazol-1-yl)phenyl)pyrimidin-4-ol